C(C)OC1=CC(=NC2=CC=C(C=C12)[N+](=O)[O-])C1=CN=C(S1)OC 5-(4-Ethoxy-6-nitroquinolin-2-yl)-2-methoxythiazole